NC1=NC=2C=C(C(=CC2C=2N1N=C(N2)[C@H]2CN(CCC2)C=2C=NN(C2C)C(C(C)O)C)F)OC 3-(4-((R)-3-(5-amino-9-fluoro-8-methoxy-[1,2,4]triazolo[1,5-c]quinazolin-2-yl)piperidin-1-yl)-5-methyl-1H-pyrazol-1-yl)butan-2-ol